N-[6-[2-[[(1S,2S)-2-hydroxycyclopentoxy]methyl]pyrimidine-5-yl]-1,3-benzothiazole-2-yl]cyclobutanecarboxamide O[C@@H]1[C@H](CCC1)OCC1=NC=C(C=N1)C1=CC2=C(N=C(S2)NC(=O)C2CCC2)C=C1